CN(C1CNC1)C1(CC1)C1=CC=CC=C1 N-methyl-N-(1-phenylcyclopropyl)-3-azetidinamine